COC(C1=CC(=C(C=C1)S(=O)(=O)CC1=CC=C(C=C1)[N+](=O)[O-])I)=O.FC1=CC=C(C=C1)C#CC=1C=C(C(=O)OC)C=CC1S(=O)(=O)CC1=CC=C(C=C1)[N+](=O)[O-] methyl 3-((4-fluorophenyl)ethynyl)-4-((4-nitrobenzyl)sulfonyl)benzoate Methyl-3-iodo-4-((4-nitrobenzyl)sulfonyl)benzoate